zinc 2-amino-5-mercapto-1,3,4-thiadiazole NC=1SC(=NN1)S.[Zn]